1,2-dioleoyl-glycero-3-phosphoglycerol C(CCCCCCC\C=C/CCCCCCCC)(=O)OCC(OC(CCCCCCC\C=C/CCCCCCCC)=O)COP(=O)(O)OCC(O)CO